laurylarginine (laurate) C(CCCCCCCCCCC)(=O)O.C(CCCCCCCCCCC)N[C@@H](CCCNC(N)=N)C(=O)O